NC1=C(C=CC=C1)C=1C=C2C=CN(C2=C(C1)C(=O)NCC1=CC=C(C(=O)O)C=C1)CC1=CC=C(C=C1)C(F)(F)F 4-((5-(2-Aminophenyl)-1-(4-(trifluoromethyl)benzyl)-1H-indol-7-amidyl)methyl)benzoic acid